2-[4-(4-Cyclopropyl-1-methyl-6-oxo-1,6-dihydro-pyridin-3-yl)-pyrazol-1-yl]-benzoic acid C1(CC1)C=1C(=CN(C(C1)=O)C)C=1C=NN(C1)C1=C(C(=O)O)C=CC=C1